N1=C(C=CC=C1)C=1C=NC(=CC1)NC(=O)C1CN(CC1)C#N N-([2,3'-bipyridin]-6'-yl)-1-cyano-pyrrolidine-3-carboxamide